(E)-4-(2-(2,5,6-trimethyl-1,7-dioxo-1H,7H-pyrazolo[1,2-a]pyrazol-3-yl)vinyl)benzonitrile CC1=C(N2N(C(C(=C2C)C)=O)C1=O)/C=C/C1=CC=C(C#N)C=C1